2-chloro-5-((4-(ethoxymethyl)-4-phenethylpiperidin-1-yl)methyl)phenol citrate C(CC(O)(C(=O)O)CC(=O)O)(=O)O.ClC1=C(C=C(C=C1)CN1CCC(CC1)(CCC1=CC=CC=C1)COCC)O